diethyl furan-3,4-dicarboxylate O1C=C(C(=C1)C(=O)OCC)C(=O)OCC